C1(CC1)S(=O)(=O)N1N=CC(=C1)C1=NC=CC(=N1)NC1=NC=C(C(=C1)NCC1=CC=C(C=C1)CN(C)C)C#CC=1C=NN(C1)CCF N2-(2-(1-(Cyclopropylsulfonyl)-1H-pyrazol-4-yl)pyrimidin-4-yl)-N4-(4-((dimethylamino)methyl)benzyl)-5-((1-(2-fluoroethyl)-1H-pyrazol-4-yl)ethynyl)pyridine-2,4-diamine